3-(pyridin-3-yl)-3-(5-(2-(5,6,7,8-tetrahydro-1,8-naphthyridin-2-yl)ethoxy)-1H-indazol-1-yl)propionic acid N1=CC(=CC=C1)C(CC(=O)O)N1N=CC2=CC(=CC=C12)OCCC1=NC=2NCCCC2C=C1